C(CCC)OS(=O)(=O)CC butylethylsulfonate